O1CCC2=C1C=CC(=C2)S(=O)(=O)N2CCC1(CC(CO1)NC[C@@H](COC=1C=C(C=CC1)S(=O)(=O)NC)O)CC2 3-((2S)-3-(8-(2,3-dihydrobenzofuran-5-ylsulfonyl)-1-oxa-8-azaspiro[4.5]decan-3-ylamino)-2-hydroxypropoxy)-N-methylbenzenesulfonamide